NCC=1C=C(C=CC1)C1=CC2=C(N(N=C2C=C1)C)COC1=C(C=CC(=C1)OC)CC(=O)O 2-(2-((5-(3-(aminomethyl)phenyl)-2-methyl-2H-indazol-3-yl)methoxy)-4-methoxyphenyl)acetic acid